((2-(2-oxa-6-azaspiro[3.3]hept-6-yl)-8-azaspiro[4.5]dec-8-yl)sulfonyl)-3-chlorobenzonitrile C1OCC12CN(C2)C2CC1(CC2)CCN(CC1)S(=O)(=O)C1=C(C#N)C=CC=C1Cl